ClC1=C(C=CC=C1)N(C1=CC=CC=C1)C(C1=CC=CC=C1)=O N-(2-chlorophenyl)benzanilide